ClC1=CC=CC2=C1NC(=N2)C(=O)N2CC=1C=CC=NC1C[C@H]2C (R)-(7-Chloro-1H-benzo[d]imidazol-2-yl)(7-methyl-7,8-dihydro-1,6-naphthyridin-6(5H)-yl)methanone